CN(CC(=O)N1CC=2N=C(OC2C1)C=1C(=C(C=CC1)C1=C(C(=CC=C1)NC=1N=CC=C2C=C(C=NC12)CN1CCCC1)C)C)C (R)-1-((8-((3'-(5-(Dimethylglycyl)-5,6-dihydro-4H-pyrrolo[3,4-d]oxazol-2-yl)-2,2'-dimethyl-[1,1'-biphenyl]-3-yl)amino)-1,7-naphthyridin-3-yl)methyl)pyrrolidin